F[C@H]1[C@H](CN(CC1)C1=NC(=NC(=C1)C(C)C)N)C=1N=CN2C1C=CC=C2 |r| rac-4-((3R,4R)-4-fluoro-3-(imidazo[1,5-a]pyridin-1-yl)piperidin-1-yl)-6-isopropylpyrimidin-2-amine